Methyl 2-(4-(5-fluoro-4-(methoxymethoxy)pyrimidin-2-yl)cyclohex-3-en-1-yl)acetate FC=1C(=NC(=NC1)C1=CCC(CC1)CC(=O)OC)OCOC